4-(2-fluorophenyl)-7-(4-(methoxymethyl)-1,3-thiazol-5-yl)-2-(2-(2-propenoyl)-2,6-diazaspiro[3.4]octan-6-yl)-5,6-dihydro-3-quinolinecarbonitrile FC1=C(C=CC=C1)C1=C(C(=NC=2C=C(CCC12)C1=C(N=CS1)COC)N1CC2(CN(C2)C(C=C)=O)CC1)C#N